C(C)(C)C1=C(C(=CC(=C1)C#N)C(C)C)O 2,6-diisopropyl-4-cyanophenol